NC1=C(C2=C(S1)C(=CC=C2C2=C(C=C1C(=NC(=NC1=C2F)OC[C@]21CCCN1C[C@@H](C2)F)N2CCNCCC2)Cl)F)C#N 2-amino-4-(6-chloro-4-(1,4-diazepan-1-yl)-8-fluoro-2-(((2R,7aS)-2-fluorotetra-hydro-1H-pyrrolizin-7a(5H)-yl)methoxy)quinazolin-7-yl)-7-fluorobenzo[b]thiophene-3-carbonitrile